CN1C=C(C2=CC=CC=C12)C(=O)N[C@@H](CCC(=O)OCC)C(=O)OCC Diethyl (1-methyl-1H-indole-3-carbonyl)-L-glutamate